thionine acetate salt C(C)(=O)O.S1C=CC=CC=CC=C1